Cl.Cl.FC(C1=CC(=C(C=C1)C(C(C)C)N1[C@@H](CN[C@H](C1)C)C)F)F (2R,5S)-1-(1-(4-(Difluoromethyl)-2-fluorophenyl)-2-methylpropyl)-2,5-dimethylpiperazine dihydrochloride